C(#N)C=1C=C(C=NC1N1N=CC(=N1)CO)NC(=O)C=1C=NN(C1C(F)(F)F)C1=C2C=CC=NC2=CC=C1 N-(5-cyano-6-(4-(hydroxymethyl)-2H-1,2,3-triazol-2-yl)pyridin-3-yl)-1-(quinolin-5-yl)-5-(trifluoromethyl)-1H-pyrazole-4-carboxamide